2-fluoro-6-{[4-(methoxycarbonyl)benzyl]amino}-9-(oxepan-2-yl)-9H-purine FC1=NC(=C2N=CN(C2=N1)C1OCCCCC1)NCC1=CC=C(C=C1)C(=O)OC